tert-butyl (R)-4-(2-(3-(3-((3-(2-((tert-butoxycarbonyl)amino)ethoxy)-4-(1H-pyrazol-4-yl)benzyl)(cyclopropyl)carbamoyl)piperidin-1-yl)phenoxy)-2-methylpropanoyl)piperazine-1-carboxylate C(C)(C)(C)OC(=O)NCCOC=1C=C(CN(C(=O)[C@H]2CN(CCC2)C=2C=C(OC(C(=O)N3CCN(CC3)C(=O)OC(C)(C)C)(C)C)C=CC2)C2CC2)C=CC1C=1C=NNC1